tert-butyl 4-[4-[3-[3-[[ethyl(methyl)sulfamoyl]amino]-2,6-difluoro-benzoyl]-1H-pyrrolo[2,3-b]pyridin-5-yl]-2-fluoro-phenyl]piperazine-1-carboxylate C(C)N(S(=O)(=O)NC=1C(=C(C(=O)C2=CNC3=NC=C(C=C32)C3=CC(=C(C=C3)N3CCN(CC3)C(=O)OC(C)(C)C)F)C(=CC1)F)F)C